NC=1C2=C(N=CN1)N(C(=C2C2=CC=C(C=C2)OC2=CC=CC=C2)C#CC2CCN(CC2)C(CO)C2=CC=CC=C2)C(C)C 2-(4-((4-amino-7-isopropyl-5-(4-phenoxyphenyl)-7H-pyrrolo[2,3-d]pyrimidin-6-yl)ethynyl)piperidin-1-yl)-2-phenylethanol